[Cl-].C(CCCCCCCCCCCCCCCCC)[N+](CCC[Si](OC)(OC)C)(C)C octadecyl-dimethyl-[3-(methyl-dimethoxysilyl)propyl]ammonium chloride